CN1CCNC(C1)CN1N=CC=C1 methyl-5-(1H-pyrazol-1-ylmethyl)piperazine